5-(4-fluorophenyl)-3-phenyl-4,5-dihydro-1,2,4,5-oxadiazaborole FC1=CC=C(C=C1)B1NC(=NO1)C1=CC=CC=C1